N1=NC=CC2=CC=C3C=C4C(=NC3=C12)N=CC=N4 aza-pyrazino-phenanthroline